(4aR,8aR)-8a-(2-chlorophenyl)octahydroquinolin-2(1H)-one ClC1=C(C=CC=C1)[C@]12CCCC[C@@H]2CCC(N1)=O